tert-butyl 4-(3-(2-(2,6-dioxopiperidin-3-yl)-1-oxoisoindolin-4-yl)prop-2-yn-1-yl)piperidine-1-carboxylate O=C1NC(CCC1N1C(C2=CC=CC(=C2C1)C#CCC1CCN(CC1)C(=O)OC(C)(C)C)=O)=O